3,6-Dichloro-4-(3,3-difluoroazetidin-1-yl)pyridazine ClC=1N=NC(=CC1N1CC(C1)(F)F)Cl